4-chloro-7-((3aS,4R,6aR)-2,2-dimethyl-6-vinyl-3a,6a-dihydro-4H-cyclopenta[d][1,3]dioxol-4-yl)-5-methyl-7H-pyrrolo[2,3-d]pyrimidine ClC=1C2=C(N=CN1)N(C=C2C)[C@@H]2C=C([C@H]1OC(O[C@H]12)(C)C)C=C